COC1=C(C(=NN1)C1=NC(=CC=C1)C)C=1N=C2C=C(C=NC2=CC1)NC 6-[5-methoxy-3-(6-methyl-2-pyridyl)-1H-pyrazol-4-yl]-N-methyl-1,5-naphthyridin-3-amine